3-(benzo[d][1,3]dioxol-5-yl)-N-(2,4-difluorobenzyl)propionamide tert-butyl-(2R,3S,4S)-2-{[1,1'-biphenyl]-4-ylmethyl}-4-[(tert-butoxycarbonyl)oxy]-3-hydroxypyrrolidine-1-carboxylate C(C)(C)(C)OC(=O)N1[C@@H]([C@@H]([C@H](C1)OC(=O)OC(C)(C)C)O)CC1=CC=C(C=C1)C1=CC=CC=C1.O1COC2=C1C=CC(=C2)CCC(=O)NCC2=C(C=C(C=C2)F)F